CN(C1(CCC2(CNC(N2CC2(CCC2)O)=O)CC1)C1=CC(=CC=C1)F)C CIS-8-(dimethylamino)-8-(3-fluorophenyl)-1-((1-hydroxycyclobutyl)methyl)-1,3-diazaspiro[4.5]decan-2-one